ClC1=C(C=O)C=CC(=C1)OC1=CC(=CC=C1)F 2-chloro-4-(3-fluorophenoxy)benzaldehyde